2-(1,3-dioxoisoindolin-2-yl)-N-[4-[[5-fluoro-4-(7-fluoro-3-isopropyl-2-methyl-benzimidazol-5-yl)pyrimidin-2-yl]amino]phenyl]ethanesulfonamide O=C1N(C(C2=CC=CC=C12)=O)CCS(=O)(=O)NC1=CC=C(C=C1)NC1=NC=C(C(=N1)C1=CC2=C(N=C(N2C(C)C)C)C(=C1)F)F